N-(5-(1H-imidazol-2-yl)pyridin-3-yl)-5-cyclopropylpyrazolo[1,5-a]pyrimidine-3-carboxamide N1C(=NC=C1)C=1C=C(C=NC1)NC(=O)C=1C=NN2C1N=C(C=C2)C2CC2